N1CN=CC2=CC(=CC=C12)S(=O)(=O)N 1H-quinazoline-6-sulfonamide